(2R)-2-[(2-Amino-5-{[(1S)-1-phenylethyl]sulfanyl}[1,3]thiazolo[4,5-d]pyrimidin-7-yl)amino]-4-methylpentyl 1-methylethyl hydrogen phosphate P(=O)(OC[C@@H](CC(C)C)NC=1C2=C(N=C(N1)S[C@@H](C)C1=CC=CC=C1)N=C(S2)N)(OC(C)C)O